(1-(4,4-difluorocyclohexyl)-5-methyl-1H-pyrazol-3-yl)-4-iodo-2-(6-azaspiro[2.5]octan-6-yl)benzamide FC1(CCC(CC1)N1N=C(C=C1C)C=1C(=C(C(=O)N)C=CC1I)N1CCC2(CC2)CC1)F